N-(2-(6-(cyclopropanesulfonamido)pyrazin-2-yl)propan-2-yl)-4-(6-(trifluoromethyl)pyrazin-2-yl)benzamide C1(CC1)S(=O)(=O)NC1=CN=CC(=N1)C(C)(C)NC(C1=CC=C(C=C1)C1=NC(=CN=C1)C(F)(F)F)=O